C(C=C)(=O)NC=1C=C(C=CC1)C1=CC=C2C(=N1)C(=NN2COCC[Si](C)(C)C)C(=O)OC Methyl 5-[3-(prop-2-enoyl amino)phenyl]-1-(2-trimethyl silylethoxymethyl)pyrazolo[4,3-b]pyridine-3-carboxylate